(3R,4R)-1-(5-((S)-4-phenyl-3,4-dihydro-1H-benzo[4,5]imidazo[2,1-c][1,4]oxazin-7-yl)pyrimidin-2-yl)pyrrolidine-3,4-diol C1(=CC=CC=C1)[C@@H]1N2C(COC1)=NC1=C2C=C(C=C1)C=1C=NC(=NC1)N1C[C@H]([C@@H](C1)O)O